3-(3-(4-(Chloromethyl)phenyl)-5-(5-isopropoxypyridin-2-yl)-3H-imidazo[4,5-b]pyridin-2-yl)pyridin-2-amine ClCC1=CC=C(C=C1)N1C(=NC=2C1=NC(=CC2)C2=NC=C(C=C2)OC(C)C)C=2C(=NC=CC2)N